C1C(CC12CNCC2)N(C(O)=O)C=2N=CC1=CC(=C(C=C1C2)C2=C(C1=C(OCCN1)N=C2)C)F.C2(=CC=CC=C2)C2=C(C=C(C=C2)C2(C1=CC=CC=C1C=1C=CC=CC21)C2=CC(=C(C=C2)C2=CC=CC=C2)O)O 9,9-bis(4-phenyl-3-hydroxyphenyl)fluorene (2s,4r)-6-Azaspiro[3.4]octan-2-yl-(7-fluoro-6-(8-methyl-2,3-dihydro-1H-pyrido[2,3-b][1,4]oxazin-7-yl)isochinolin-3-yl)carbamat